7-bromopyrido[2,3-b]pyrazine BrC1=CC=2C(=NC=CN2)N=C1